NC1=C(C(=O)NCCOC)C=C(C=N1)C1=C(C=C(C=C1)NC(C(O)C1=CC(=CC(=C1)F)F)=O)C 2-amino-5-(4-(2-(3,5-difluorophenyl)-2-hydroxyacetamido)-2-methylphenyl)-N-(2-methoxyethyl)nicotinamide